tert-butyl 3-(1-methyl-7-methylsulfonyl-2-oxo-4H-pyrimido[4,5-d]pyrimidin-3-yl)indoline-1-carboxylate CN1C(N(CC=2C1=NC(=NC2)S(=O)(=O)C)C2CN(C1=CC=CC=C21)C(=O)OC(C)(C)C)=O